C(C)S(=O)(=O)CC1=NN=C2N1C(=CC=C2C(=O)NC=2OC(=NN2)C)C(F)(F)F 3-(ethylsulfonyl-methyl)-N-(5-methyl-1,3,4-oxadiazol-2-yl)-5-(trifluoromethyl)-[1,2,4]triazolo[4,3-a]pyridine-8-carboxamide